boronic acid, palladium salt [Pd+2].B([O-])[O-]